3-(5-(4-(1-(4-(4-amino-3-(4-phenoxyphenyl)-1H-pyrazolo(3,4-d)pyrimidin-1-yl)piperidine-1-carbonyl)piperidin-4-yl)piperazin-1-yl)-1-oxoisoindolin-2-yl)piperidine-2,6-dione NC1=C2C(=NC=N1)N(N=C2C2=CC=C(C=C2)OC2=CC=CC=C2)C2CCN(CC2)C(=O)N2CCC(CC2)N2CCN(CC2)C=2C=C1CN(C(C1=CC2)=O)C2C(NC(CC2)=O)=O